C(C)C=1C(=C(C(=C(C(=O)ONC(CCC(CCC(=O)NOC(C2=C(C(C(=O)[O-])=C(C(=C2I)CC)I)I)=O)O)=O)C1I)I)C(=O)[O-])I 5'-((2-hydroxypropane-1,3-diyl) bis(acetamido)) bis(ethyl 2,4,6-triiodoisophthalate)